[Si](C)(C)(C(C)(C)C)OCC1=C(C=C(CNC2=C(C(C(=O)OC)=CC=C2)C(=O)OC)C=C1)F Dimethyl 3-((4-(((tert-butyldimethylsilyl)oxy)methyl)-3-fluorobenzyl)amino)phthalate